(2R,3R)-4,4,4-trifluoro-3-hydroxy-2,3-dimethyl-butanoic acid FC([C@]([C@H](C(=O)O)C)(C)O)(F)F